2-[3-bromo-1-(3-chloro-2-pyridyl)-1H-pyrazol-5-yl]-6-chloro-4H-3,1-benzoxazine BrC1=NN(C(=C1)C1=NC2=C(CO1)C=C(C=C2)Cl)C2=NC=CC=C2Cl